COC=1C=C2C(=CNC2=CC1)CCNC(C)=O N-(2-(5-methoxy-1H-indol-3-yl)ethyl)acetamide